ClC=1C=C(C=CC1F)C=1N=CN(C1C=1C=CC=2N(C1)C=CN2)C2CC(C2)(F)F 6-(4-(3-chloro-4-fluoro-phenyl)-1-(3,3-difluoro-cyclobutyl)-1H-imidazol-5-yl)imidazo[1,2-a]pyridine